C[Si](C=C)(C=C)CC methylethyldivinyl-silane